1-chloro-4-(pyridin-4-ylmethyl)phthalazine ClC1=NN=C(C2=CC=CC=C12)CC1=CC=NC=C1